C(C(C)C)OC(CC)O 1-isobutoxypropanol